NC=1N=NC(=CC1N1CC2CCC(C1)N2C2=CC(=NC=C2)OCCN2[C@@H](CN(CC2)C(=O)OC(C)(C)C)C)C2=C(C=CC=C2)OS(=O)(=O)F (3R)-tert-butyl 4-(2-((4-(3-(3-amino-6-(2-((fluorosulfonyl)oxy)phenyl)pyridazin-4-yl)-3,8-diazabicyclo[3.2.1]octan-8-yl)pyridin-2-yl)oxy)ethyl)-3-methylpiperazine-1-carboxylate